3-(2-chloro-3-phenylanilino)-1-methyl-6-chloroindazole ClC1=C(NC2=NN(C3=CC(=CC=C23)Cl)C)C=CC=C1C1=CC=CC=C1